8-(furan-2-yl)thiazolo[5,4-e][1,2,4]Triazolo[1,5-c]Pyrimidin-2(3H)-one hydrochloride Cl.O1C(=CC=C1)C1=NN2C=NC3=C(C2=N1)SC(N3)=O